N[C@@H](C(=O)N[C@H]1CN(CC(C1)(C)C)C1=C2N=CC=NC2=C(C=C1)C#N)C(F)(F)F (S)-2-amino-N-((R)-1-(8-cyanoquinoxalin-5-yl)-5,5-dimethylpiperidin-3-yl)-3,3,3-trifluoropropionamide